S1C=C(C2=C1C=CC=C2)C(=O)N BENZOTHIOPHENE-3-CARBOXAMIDE